C(C)(C)(C)OC(=O)N1CCC(=CC1)C=1SC=C(N1)C(=O)N[C@@H](CO[Si](C)(C)C(C)(C)C)C(=O)O N-(2-(1-(Tert-butoxycarbonyl)-1,2,3,6-tetrahydropyridin-4-yl)thiazole-4-carbonyl)-O-(tert-butyldimethylsilyl)-L-serine